C(CCC)OCCOC1=CC=C(C=C1)C=1C=CC2=C(C=C(CCN2CC(C)C)C(=O)NC2=CC=C(C=C2)S(=O)CC2=CN=CN2CCC)C1 (-)-7-[4-(2-butoxyethoxy)phenyl]-1-isobutyl-N-[4-[[[1-propylimidazol-5-yl]methyl]sulfinyl]phenyl]-2,3-dihydro-1-benzazepine-4-carboxamide